CN(C(C=CCCCCCCC)=O)C N,N-dimethyldecenamide